CC(COC(CCC1=CC(=C(C(=C1)C)O)C(C)(C)C)=O)(C)C1OCC2(CO1)COC(OC2)C(COC(CCC2=CC(=C(C(=C2)C)O)C(C)(C)C)=O)(C)C 3,9-bis{1,1-dimethyl-2-[(3-tert-butyl-4-hydroxy-5-methylphenyl)propionyloxy]ethyl}-2,4,8,10-tetraoxaspiro-[5.5]undecane